(S)-7-(Pyrrolidin-1-yl)-6,7,8,9-tetrahydro-5H-benzo[7]annulene-2-amine N1(CCCC1)[C@H]1CCC2=C(CC1)C=C(C=C2)N